(5S,6R)-6-cyclohexyl-5-(5-(4-(dimethoxymethyl)piperidin-1-yl)pyridin-2-yl)-5,6,7,8-tetrahydronaphthalen-2-ol C1(CCCCC1)[C@@H]1[C@@H](C=2C=CC(=CC2CC1)O)C1=NC=C(C=C1)N1CCC(CC1)C(OC)OC